2-ethoxyethyl 3,3-diethylvalerate C(C)C(CC(=O)OCCOCC)(CC)CC